C1(=C(C=CC=C1)N(C1=CC=2C(C=3C(=C(SC3C3=CC=CC=C3)C3=CC=CC=C3)C2C=C1)(C)C)C1=CC=2C(C3=CC=CC=C3C2C=C1)(C)C)C1=CC=CC=C1 N-{[1,1'-biphenyl]-2-yl}-N-(9,9-dimethyl-9H-fluoren-2-yl)-8,8-dimethyl-1,3-diphenyl-8H-indeno[1,2-c]thiophen-6-amine